1,1-dichloro-2,2-bis(4-hydroxyphenyl) ethylene Tert-butyl (6-chloropyrimidin-4-yl)(2-(2-cyano-7-fluoro-1H-indol-1-yl)ethyl)carbamate ClC1=CC(=NC=N1)N(C(OC(C)(C)C)=O)CCN1C(=CC2=CC=CC(=C12)F)C#N.ClC(=C(C1=CC=C(C=C1)O)C1=CC=C(C=C1)O)Cl